(S)-tert-Butyl 3-((4-(3-((5-(2-chlorophenylsulfonamido)-2-methylnaphthalen-1-yl)oxy)pyridazin-4-yl)pyrimidin-2-yl)amino)piperidine-1-carboxylate ClC1=C(C=CC=C1)S(=O)(=O)NC1=C2C=CC(=C(C2=CC=C1)OC=1N=NC=CC1C1=NC(=NC=C1)N[C@@H]1CN(CCC1)C(=O)OC(C)(C)C)C